3-(5-(((3r,5r)-1-acetyl-5-ethoxypiperidin-3-yl)oxy)-1-oxoisoindolin-2-yl)piperidine-2,6-dione C(C)(=O)N1C[C@@H](C[C@H](C1)OCC)OC=1C=C2CN(C(C2=CC1)=O)C1C(NC(CC1)=O)=O